N-(4-amino-3,4-dioxo-1-phenylbutan-2-yl)-1-(difluoromethyl)-3-(quinolin-8-yl)-1H-pyrazole-4-carboxamide NC(C(C(CC1=CC=CC=C1)NC(=O)C=1C(=NN(C1)C(F)F)C=1C=CC=C2C=CC=NC12)=O)=O